Cl.C(C1=CC=CC=C1)NN 1-benzylhydrazine hydrochloride